OC1=C(C(=CC(=C1)C(F)(F)F)C)C1=CC2=C(N=N1)N(CC2)[C@@H]2[C@H](C(OC2)(C)C)O (3R,4S)-4-(3-(2-hydroxy-6-methyl-4-(trifluoromethyl)phenyl)-5,6-dihydro-7H-pyrrolo[2,3-c]pyridazin-7-yl)-2,2-dimethyltetrahydrofuran-3-ol